OC[C@H]1O[C@H]([C@H]([C@H]([C@H]1O)O)C)OC1=CC=CC=C1 (2R,3R,4R,5S,6S)-2-(hydroxymethyl)-5-methyl-6-phenoxytetrahydro-2H-pyran-3,4-diol